C1(CCCC1)[C@@H]1COC[C@@H](O1)CO ((2S,6R)-6-cyclopentyl-1,4-dioxan-2-yl)methanol